ClC1=C(C=CC(=C1)OC)C1=CC(=C(C(=N1)C(CCC(=O)O)=O)O)C#N 4-[6-(2-Chloro-4-methoxy-phenyl)-4-cyano-3-hydroxy-pyridin-2-yl]-4-oxo-butyric acid